FC(C=1C=C(C(=O)C2=NC3=CC=C(C=C3C(N2)=O)[N+](=O)[O-])C=CC1)(F)F 2-(3-trifluoromethylbenzoyl)-6-nitro-4(3H)-quinazolinone